(5-chloro-3-isopropylpyrazolo[1,5-a]pyrimidin-7-yl)(4-(3-methylpyridin-2-yl)benzyl)carbamic acid tert-butyl ester C(C)(C)(C)OC(N(CC1=CC=C(C=C1)C1=NC=CC=C1C)C1=CC(=NC=2N1N=CC2C(C)C)Cl)=O